BrC1=CC(=NN1C1=CC=C(C=C1)N1CCN(CC1)CCO)N1C(=CC=C1C)C 2-(4-(4-(5-bromo-3-(2,5-dimethyl-1H-pyrrol-1-yl)-1H-pyrazol-1-yl)phenyl)-piperazin-1-yl)ethan-1-ol